4-amino-N-[(1R,2R)-2-{3-[2-(2,6-dioxopiperidin-3-yl)-1-oxo-3H-isoindol-4-yl]prop-2-yn-1-yl}cyclohexyl]-3-methoxybenzamide NC1=C(C=C(C(=O)N[C@H]2[C@H](CCCC2)CC#CC2=C3CN(C(C3=CC=C2)=O)C2C(NC(CC2)=O)=O)C=C1)OC